C1(CC1)C1=NC=C(C=N1)C=1N=C2SCCCN2C(C1C#N)=O 8-(2-cyclopropylpyrimidin-5-yl)-6-oxo-2H,3H,4H,6H-pyrimido[2,1-b][1,3]thiazine-7-carbonitrile